C(C)(C)(C)OC([C@H](CC)N1C[C@@H](CC1)CCC)=O (S)-2-((R)-3-propyl-pyrrolidin-1-yl)butyric acid tert-butyl ester